6-[8-(1,3-benzothiazol-2-ylcarbamoyl)-3,4-dihydroisoquinolin-2(1H)-yl]-3-{1-[2-(benzyloxy)benzyl]-1H-pyrazol-4-yl}pyridine-2-carboxylic acid S1C(=NC2=C1C=CC=C2)NC(=O)C=2C=CC=C1CCN(CC21)C2=CC=C(C(=N2)C(=O)O)C=2C=NN(C2)CC2=C(C=CC=C2)OCC2=CC=CC=C2